7-isopropoxythieno[3,2-b]pyridine C(C)(C)OC1=C2C(=NC=C1)C=CS2